C(C)N1[C@@H]([C@H](CCC1)C1=CC=2C(=NC=C(C2NC=2C=CC3=C(N=CS3)C2)F)S1)C N-(2-((2R,3S)-1-ethyl-2-methylpiperidin-3-yl)-5-fluorothieno[2,3-b]pyridin-4-yl)benzo[d]thiazol-5-amine